C(CCCCCCCCCCCCCCCCCCC)C(CCNCCC(CCCCCCCCCCCCCCCCCCCC)OCCCCCCCCCCCCCCCCCCCCCC)OCCCCCCCCCCCCCCCCCCCCCC di(arachidyl-behenoxypropyl)amine